oxo-2,3,4,5-tetrahydro-1H-1,4-benzodiazepine-7-carboxamide O=C1NC2=C(CNC1)C=C(C=C2)C(=O)N